C(C)OC(=O)C1=C(N=C(S1)NC1=NC(=CC(=N1)N1CCC(CC1)C(=O)OCC)C1=CN=CO1)C 2-[[4-[4-Ethoxycarbonyl-piperidinyl]-6-(5-oxazolyl)-2-pyrimidinyl]amino]-4-methyl-5-thiazolecarboxylic acid ethyl ester